tert-butyl 4-[6-nitro-3-phenoxy-2-(trifluoromethyl) phenyl]-3,6-dihydropyridine-1(2H)-carboxylate [N+](=O)([O-])C1=CC=C(C(=C1C=1CCN(CC1)C(=O)OC(C)(C)C)C(F)(F)F)OC1=CC=CC=C1